Tert-butyl 2-(3-(9-(2,6-dioxopiperidin-3-yl)-9H-pyrido[2,3-b]indol-4-yl) propyl)-2,7-diazaspiro[3.5]nonane-7-carboxylate O=C1NC(CCC1N1C2=C(C3=CC=CC=C13)C(=CC=N2)CCCN2CC1(C2)CCN(CC1)C(=O)OC(C)(C)C)=O